CC=1C(=C(C=CC1)C=1C(=C2C=3C(=C(C(=C(C3CC2=CC1)N(C1=C(C=CC=C1)C=1C(=CC=CC1)C1=CC=CC=C1)C1=C(C=CC=C1)C1=CC=CC=C1)C1=CC=CC=C1)C1=CC=CC=C1)C1=C(C(=CC=2C3=CC=CC=C3CC12)C1=CC=CC=C1)C1=CC=CC=C1)C1=C(C(=CC=C1)C)C)C bis(dimethylphenyl)(diphenylfluorenyl)(biphenylyl)(terphenylyl)(diphenylfluorenyl)amine